NC1=NC(=CC(=N1)C(=O)O)C1=C(C=CC(=C1)F)O 2-amino-6-(5-fluoro-2-hydroxy-phenyl)pyrimidine-4-carboxylic acid